(exo)-N-methyl-N-{6-[4-(pyrazol-1-yl)-1,3-benzothiazol-7-yl]pyridazin-3-yl}-8-azabicyclo[3.2.1]octan-3-amine CN(C1CC2CCC(C1)N2)C=2N=NC(=CC2)C2=CC=C(C=1N=CSC12)N1N=CC=C1